N-((1s,3s)-3-methyl-3-((6-(2-methylthiazol-5-yl)pyrazolo[1,5-a]pyrazin-4-yl)oxy)cyclobutyl)acrylamide CC1(CC(C1)NC(C=C)=O)OC=1C=2N(C=C(N1)C1=CN=C(S1)C)N=CC2